O=C1C=CC=2C(=CC=NC2N1)N1CCC(CC1)CNS(=O)(=O)N N-((1-(7-oxo-7,8-dihydro-1,8-naphthyridin-4-yl)piperidin-4-yl)methyl)sulfamide